FC=1C=C2C(NN=C(C2=CC1)C(C)N(C(=O)N)CC(C)C)=O 1-(1-(6-fluoro-4-oxo-3,4-dihydrophthalazin-1-yl)ethyl)-1-isobutylurea